C(C1=CC=CC=C1)OC1=NC(=CC=C1C1=NN(C2=CC(=CC=C12)C=C)C)OCC1=CC=CC=C1 3-(2,6-bis(benzyloxy)pyridin-3-yl)-1-methyl-6-vinyl-1H-indazole